FC(S(=O)(=O)[O-])(F)F.[Al+3].FC(S(=O)(=O)[O-])(F)F.FC(S(=O)(=O)[O-])(F)F aluminum (III) trifluoromethane-sulfonate